4-{2'-ethoxy-[2,3'-bipyridinyl]-5-yl}-1-[2-fluoro-4-(trifluoromethyl)phenyl]-N-[(2S)-1-(methylamino)propan-2-yl]piperidine-4-carboxamide C(C)OC1=NC=CC=C1C1=NC=C(C=C1)C1(CCN(CC1)C1=C(C=C(C=C1)C(F)(F)F)F)C(=O)N[C@H](CNC)C